(1s,2r,5r)-3-(2-(6-(difluoromethyl)-5-fluoro-1,2,3,4-tetrahydroisoquinolin-8-yl)ethyl)-5-(4-methyl-7H-pyrrolo[2,3-d]pyrimidin-7-yl)cyclopent-3-ene-1,2-diol FC(C=1C(=C2CCNCC2=C(C1)CCC=1[C@H]([C@H]([C@@H](C1)N1C=CC2=C1N=CN=C2C)O)O)F)F